CSC(C(=O)N1C(CCCC1)C(=O)O)C 1-(2-(methylthio)propanoyl)piperidine-2-carboxylic acid